diethyl ((3-bromo-7-hydroxy-5-((pyridazin-3-ylmethyl)carbamoyl)benzo[b]thiophen-2-yl)difluoromethyl)phosphonate BrC=1C2=C(SC1C(F)(F)P(OCC)(OCC)=O)C(=CC(=C2)C(NCC=2N=NC=CC2)=O)O